3-amino-4-(2-cyclohexylethylamino)-4-oxobutanoic acid NC(CC(=O)O)C(=O)NCCC1CCCCC1